(S)-2,3-bis(7-fluoro-1-hydroxy-1,3-dihydrobenzo[c][1,2]oxaborole-6-carboxamido)-propionic acid FC1=C(C=CC2=C1B(OC2)O)C(=O)N[C@H](C(=O)O)CNC(=O)C=2C=CC1=C(B(OC1)O)C2F